FC1(C[C@H]([C@H](C2=CC=C(C=C12)O)C=1C=CC(=NC1)N1CCC(CC1)C=O)C1=CC=CC=C1)F 1-[5-[(1R,2R)-4,4-difluoro-6-hydroxy-2-phenyl-tetralin-1-yl]-2-pyridyl]piperidine-4-carbaldehyde